(E)-8-(3-hydroxystyryl)-1-methoxy-1,2-dihydrothiazolo[3,2-a]quinoline OC=1C=C(/C=C/C2=CC=C3C=CC4N(C3=C2)C(CS4)OC)C=CC1